ClC1=CN(C=2N=NC(=CC21)C(=O)NC2CC=1C=CC(=NC1CC2)N2CC(C(C2)NCC)C(F)F)CC 5-chloro-N-{2-[3-(difluoromethyl)-4-(ethylamino)pyrrolidin-1-yl]-5,6,7,8-tetrahydroquinolin-6-yl}-7-ethyl-7H-pyrrolo[2,3-c]pyridazine-3-carboxamide